N1C(=CC=C1C(=O)O)C(=O)O 1H-pyrrole-2,5-dicarboxylic acid